(E)-3-(4-fluorostyryl)isonicotinic acid FC1=CC=C(/C=C/C2=C(C(=O)O)C=CN=C2)C=C1